2-ethylethyl para-methoxycinnamate COC1=CC=C(C=CC(=O)OCCCC)C=C1